7-(2-((2-fluoro-2-methylpropyl)amino)-7H-pyrrolo[2,3-d]pyrimidin-5-yl)-2,2-dimethylchroman-4-one FC(CNC=1N=CC2=C(N1)NC=C2C2=CC=C1C(CC(OC1=C2)(C)C)=O)(C)C